FC(OC1=CC=C(C=C1)N1C(C(=CC2=CC=C(N=C12)OCC)C1=CC=C(C=C1)OC)=O)F 1-(4-(difluoromethoxy)phenyl)-7-ethoxy-3-(4-methoxyphenyl)-1,8-naphthyridin-2(1H)-one